4-{[3-(aminomethyl)phenyl]amino}-2-[(6-methoxy-2-methyl-1,2,3,4-tetrahydroisoquinolin-7-yl)amino]pyrimidine-5-carboxamide NCC=1C=C(C=CC1)NC1=NC(=NC=C1C(=O)N)NC1=C(C=C2CCN(CC2=C1)C)OC